C1(CC1)COC1=C(C=CC(=C1)C(C)(C)O)/C=C/C(=O)NC1=CC=CC=2NC(NC21)=O (E)-3-(2-(cyclopropylmethoxy)-4-(2-hydroxypropan-2-yl)phenyl)-N-(2-oxo-2,3-dihydro-1H-benzo[d]imidazol-4-yl)acrylamide